(D-glucopyranosyl)-D-pantothenic acid C1([C@H](O)[C@@H](O)[C@H](O)[C@H](O1)CO)C(C(=O)O)CNC([C@@H](O)C(C)(C)CO)=O